P(=O)(O)(O)O.C1=C(C=CC2=CC=CC=C12)C1=CC2=CC=CC=C2C=C1 (S)-2,2'-binaphthalene phosphate